(R)-1-(2-((tert-butyldimethylsilyl)oxy)ethyl)-3-fluoropyrrolidine [Si](C)(C)(C(C)(C)C)OCCN1C[C@@H](CC1)F